BrC1=C(C(=C(N(C2=C(C(=C(C(=C2[2H])[2H])Br)[2H])[2H])[2H])C=C1[2H])[2H])[2H] 4-bromo-N-[4-bromo(2H4)phenyl](2H4)aniline